(E)-N-(2-butoxyphenyl)-3-(4-methoxyphenyl)-N-methylacrylamide C(CCC)OC1=C(C=CC=C1)N(C(\C=C\C1=CC=C(C=C1)OC)=O)C